NCCC[Si](C1=CC=C(C=C1)[Si](C)(C)CCCN)(C)C 1,4-bis(3-aminopropyl-dimethyl-silyl)benzene